dithiodisulfite S(=S)([O-])OS(=S)[O-]